N-[[4-(5-amino-4-cyano-1-cyclopentyl-pyrazol-3-yl)-3-fluoro-phenyl]methyl]-2-methoxy-benzamide NC1=C(C(=NN1C1CCCC1)C1=C(C=C(C=C1)CNC(C1=C(C=CC=C1)OC)=O)F)C#N